C[Si](C12CCCCCCCCCCC2O1)(C)C trimethyl(13-oxabicyclo[10.1.0]tridec-1-yl)silane